O1CC=CC=CN1 2,7-dihydro-1,7-oxazepin